N1C=CC=2C3(CCCC12)CC3 1',5',6',7'-tetrahydrospiro[cyclopropane-1,4'-indole]